Cl.CC1=C(C=CC(=C1)C1=NC=NN2C1=CC(=C2)C2=NN(C=C2)C)CN (2-methyl-4-(6-(1-methyl-1H-pyrazol-3-yl)pyrrolo[2,1-f][1,2,4]triazin-4-yl)phenyl)methanamine hydrochloride